6-(4,4-difluoropiperidin-1-yl)-5-ethylpyridin-3-amine FC1(CCN(CC1)C1=C(C=C(C=N1)N)CC)F